2-(3-aminophenyl)-2,2-difluoro-N-methoxy-N-methylacetamide NC=1C=C(C=CC1)C(C(=O)N(C)OC)(F)F